C(C)(C)(C)C=1C=CC=2N(C3=CC=C(C=C3C2C1)C(C)(C)C)C=1C=CC=2N(C3=CC=C(C=C3C2C1)N1C2=CC=C(C=C2C=2C=C(C=CC12)C(C)(C)C)C(C)(C)C)C=1C=C2N=C3C4=C(C5=C(C3=NC2=CC1N1C2=CC=C(C=C2C=2C=C(C=CC12)N1C2=CC=C(C=C2C=2C=C(C=CC12)C(C)(C)C)C(C)(C)C)N1C2=CC=C(C=C2C=2C=C(C=CC12)C(C)(C)C)C(C)(C)C)C=CC=N5)N=CC=C4 11,12-bis(3,3'',6,6''-tetra-tert-butyl-9'H-[9,3':6',9''-tercarbazol]-9'-yl)dipyrido[3,2-a:2',3'-c]phenazine